2-(p-ethoxyphenyl)quinazoline C(C)OC1=CC=C(C=C1)C1=NC2=CC=CC=C2C=N1